C(N)(O[C@H]1C2(N(CC1CC2)C(=O)C=2C=C(C=1N(C2)N=C(C1C)C=1N(C2=CC(=CC=C2C1)Br)CC1CC1)OC)C(C)(C)C)=O Tert-butyl-((7R)-2-(2-(6-bromo-1-(cyclopropylmethyl)-1H-indol-2-yl)-4-methoxy-3-methylpyrazolo[1,5-a]pyridine-6-carbonyl)-2-azabicyclo[2.2.1]hept-7-yl) carbamate